2-({5-chloro-2-[(5,6-dihydro-4H-pyrrolo[1,2-b]pyrazol-2-yl)amino]pyridin-4-yl}amino)-N-methoxybenzamide ClC=1C(=CC(=NC1)NC=1C=C2N(N1)CCC2)NC2=C(C(=O)NOC)C=CC=C2